C(C(=C)C)(=O)OCCC1=CC=C(C=C1)NC1=C(C=CC=2C(C3=CC=CC=C3C(C12)=O)=O)O 1-(4-(2-methacryloyloxyethyl)phenyl)amino-hydroxy-9,10-anthraquinone